C(C)(C)C1=C(C=C(C=C1)C)N1/C(/SCC1=O)=N/C(=O)NC1=C(C=C(C=C1)C1=NN(C=N1)C1=CC(=CC=C1)C(F)(F)F)C (Z)-1-(3-(2-isopropyl-5-methylphenyl)-4-oxothiazolidin-2-ylidene)-3-(2-methyl-4-(1-(3-(trifluoromethyl)phenyl)-1H-1,2,4-triazol-3-yl)phenyl)urea